C1(CCC1)C=1N(C(C(=C(N1)C(=O)OC)O)=O)C methyl 2-cyclobutyl-5-hydroxy-1-methyl-6-oxo-1,6-dihydropyrimidine-4-carboxylate